NC1=C2C(=NC=N1)N(N=C2I)[C@H]2CN(CCC2)C(=O)OC(C)(C)C (R)-tert-Butyl 3-(4-amino-3-iodo-1H-pyrazolo[3,4-d]pyrimidin-1-yl)piperidine-1-carboxylate